CN1C(=CC(=C1)NC(=O)C=1N(C=C(C1)NC(C1=CC=C(C=C1)\C=C\C=1C=NC2=CC=CC=C2C1)=O)C)C(=O)NCC/C(=N/C)/NC 1-methyl-4-(1-methyl-4-(4-((E)-2-(quinolin-3-yl)vinyl)benzamido)-1H-pyrrole-2-carboxamido)-N-((Z)-3-(methylamino)-3-(methylimino)propyl)-1H-pyrrole-2-carboxamide